cis-tert-butyl N-[4-[1-methyl-2,3,3a,4,6,6a-hexahydropyrrolo[3,4-b]pyrrol-5-yl]-3-bromo-6-fluoro-9H-pyrido[2,3-b]indol-8-yl]-N-methyl-carbamate CN1[C@@H]2[C@H](CC1)CN(C2)C2=C(C=NC=1NC3=C(C=C(C=C3C12)F)N(C(OC(C)(C)C)=O)C)Br